(3R,4S,5R,6R)-3,4,5-tris[(trimethylsilyl)oxy]-6-{[(trimethylsilyl)oxy]methyl}tetrahydro-2H-pyran-2-one C[Si](O[C@H]1C(O[C@@H]([C@H]([C@@H]1O[Si](C)(C)C)O[Si](C)(C)C)CO[Si](C)(C)C)=O)(C)C